4-acetyl-N-((1r,5s,8s)-3-(5-(6-(3-cyanopyrrolo[1,2-b]pyridazin-7-yl)-4-(isopropylamino)pyridin-3-yl)-1,3,4-thiadiazol-2-yl)-3-azabicyclo[3.2.1]oct-8-yl)piperazine-1-carboxamide C(C)(=O)N1CCN(CC1)C(=O)NC1[C@H]2CN(C[C@@H]1CC2)C=2SC(=NN2)C=2C=NC(=CC2NC(C)C)C2=CC=C1N2N=CC(=C1)C#N